O=C1OC2=C(C(N1)=O)C(=CC=C2)C(C(=O)OCC)CCCCCC ethyl 2,4-dioxo-1,3-benzoxazinyl-octanoate